FC(C(=O)NC1=CC(=C(C=C1)F)N1N=C(C=2C1=NC=CC2)C2=CC=C(C=C2)C(F)(F)F)=C 2-fluoro-N-(4-fluoro-3-(3-(4-(trifluoromethyl)phenyl)-1H-pyrazolo[3,4-b]pyridin-1-yl)phenyl)acrylamide